C(CCCCCCCCCCC)C1=CC=C(C=C1)[I+]C1=CC=C(C=C1)CCCCCCCCCCCC di(4-dodecylphenyl)iodonium